ClC1=CC2=C(N=C(N=C2NCC=2SC=CC2)N2CC(CC2)NC)C=N1 6-chloro-2-(3-(methylamino)pyrrolidin-1-yl)-N-(thiophen-2-ylmethyl)pyrido[3,4-d]pyrimidin-4-amine